(4-(2-amino-5-(1-(piperidin-4-yl)-1H-pyrazol-4-yl)pyridin-3-yl)-3-fluorophenyl)-3-(4-fluorophenyl)-4-oxo-1-((tetrahydro-2H-pyran-4-yl)methyl)-1,4-dihydropyridine-2,5-dicarboxamide NC1=NC=C(C=C1C1=C(C=C(C=C1)C1=C(C(C(=C(N1CC1CCOCC1)C(=O)N)C1=CC=C(C=C1)F)=O)C(=O)N)F)C=1C=NN(C1)C1CCNCC1